4-(2-furyl)aniline O1C(=CC=C1)C1=CC=C(N)C=C1